BrC1=CN(C2=CC=C(C=C12)C#CC1(CCCCC1)O)COCC[Si](C)(C)C 1-((3-bromo-1-((2-(trimethylsilyl)ethoxy)methyl)-1H-indol-5-yl)ethynyl)cyclohexane-1-ol